N-[2-methoxy-5-[[4-[[2-(6-methyl-2-pyridyl)pyrimidin-4-yl]amino]pyrimidin-2-yl]amino]-3-pyridyl]methanesulfonamide COC1=NC=C(C=C1NS(=O)(=O)C)NC1=NC=CC(=N1)NC1=NC(=NC=C1)C1=NC(=CC=C1)C